N-(beta-methoxyethyl)-gamma-aminopropyltrimethoxysilane COCCNCCC[Si](OC)(OC)OC